F\C(\C(=O)OCC)=C/C1=NC(=CC=C1)COC Ethyl (Z)-2-fluoro-3-(6-(methoxymethyl)pyridin-2-yl)acrylate